5-(4-cyclopropyl-6-methoxypyrimidin-5-yl)-3-(3-fluoro-4-(1-methyl-4-(trifluoromethyl)-1H-imidazol-2-yl)benzyl)-1-((2-(trimethylsilyl)ethoxy)methyl)-1H-pyrazolo[4,3-d]pyrimidine C1(CC1)C1=NC=NC(=C1C=1N=CC2=C(N1)C(=NN2COCC[Si](C)(C)C)CC2=CC(=C(C=C2)C=2N(C=C(N2)C(F)(F)F)C)F)OC